4-(5-((tert-Butoxycarbonyl)amino)-6-methylpyridin-2-yl)-1-ethyl-1H-1,2,3-triazole-5-carboxylic acid C(C)(C)(C)OC(=O)NC=1C=CC(=NC1C)C=1N=NN(C1C(=O)O)CC